BrC1=C(C=C(OC2CN(C2)CCCF)C=C1F)F 3-(4-bromo-3,5-difluoro-phenoxy)-1-(3-fluoropropyl)azetidine